[2H4]-anandamide C(C(C(C\C=C/C\C=C/C\C=C/C\C=C/CCCCC)([2H])[2H])([2H])[2H])(=O)NCCO